5,10,15,20-Tetrakis(2,6-diphenyl-4-(trimethylsilyl)phenyl)porphyrin C1(=CC=CC=C1)C1=C(C(=CC(=C1)[Si](C)(C)C)C1=CC=CC=C1)C=1C2=CC=C(N2)C(=C2C=CC(C(=C3C=CC(=C(C=4C=CC1N4)C4=C(C=C(C=C4C4=CC=CC=C4)[Si](C)(C)C)C4=CC=CC=C4)N3)C3=C(C=C(C=C3C3=CC=CC=C3)[Si](C)(C)C)C3=CC=CC=C3)=N2)C2=C(C=C(C=C2C2=CC=CC=C2)[Si](C)(C)C)C2=CC=CC=C2